(3-(5-fluoropyrimidin-2-yl)-4-methylphenyl)-2-methyl-7-azabicyclo[2.2.1]heptane-7-carboxamide FC=1C=NC(=NC1)C=1C=C(C=CC1C)C12C(CC(CC1)N2C(=O)N)C